lauryl-di(aminoethyl)glycine C(CCCCCCCCCCC)C(N(CCN)CCN)C(=O)O